Bis(trifluoromethyl)-4,4'-diaminobiphenyl FC(F)(F)C=1C(=C(C=CC1N)C1=CC=C(C=C1)N)C(F)(F)F